calcium citrate (citrate) C(CC(O)(C(=O)O)CC(=O)[O-])(=O)[O-].C(CC(O)(C(=O)O)CC(=O)O)(=O)O.[Ca+2]